6a-fluoro-9a-chloro-11b,21-dihydroxy-16α-methylpregna-1,4-diene-3,20-dione F[C@H]1C[C@H]2[C@@H]3C[C@H]([C@H](C(CO)=O)[C@]3(C[C@@H]([C@@]2([C@]2(C=CC(C=C12)=O)C)Cl)O)C)C